N-(3-methoxy-5-methylpyrazin-2-yl)-2-[4-(1,3,4-oxadiazol-2-yl)phenyl]pyridine-3-sulphonamide COC=1C(=NC=C(N1)C)NS(=O)(=O)C=1C(=NC=CC1)C1=CC=C(C=C1)C=1OC=NN1